methyl-2-(methylamino)nicotinate COC(C1=C(N=CC=C1)NC)=O